ClC=1C(NN=CC1CCCN1CC2(C1)CC(C2)OC=2C=CC(=C1C(CCOC21)=O)Cl)=O 4-Chloro-5-(3-(6-((5-chloro-4-oxochroman-8-yl)oxy)-2-azaspiro[3.3]heptan-2-yl)propyl)pyridazin-3(2H)-one